ethyl N-[(5-fluoro-2-methoxy-phenyl)carbamothioyl]carbamate FC=1C=CC(=C(C1)NC(=S)NC(OCC)=O)OC